ClC=1C(=NOC1C)NS(=O)(=O)C=1C(=CC=CC1)C1=C(C=CC=C1)COC1=CC=CC=C1 N-(4-chloro-5-methylisoxazol-3-yl)-2'-(phenoxymethyl)-[1,1'-biphenyl]-2-sulfonamide